B(O)(O)CCC=1C(=C(C(=O)O)C(=CC1)OC1CN(C1)C([C@@H](N)CC1=CNC=N1)=O)O 3-(2-Boronoethyl)-6-[(1-L-histidylazetidin-3-yl)oxy]-2-hydroxybenzoic acid